tert-butyl 4-(4-hydroxybutyl)-4-methylpiperidine-1-carboxylate OCCCCC1(CCN(CC1)C(=O)OC(C)(C)C)C